5-butyryl-2,2-dimethyl-2,3-dihydrobenzofuran-7-acetate C(CCC)(=O)C=1C=C(C2=C(CC(O2)(C)C)C1)CC(=O)[O-]